5-(3-methoxyfuran-2-yl)pentanoic acid COC1=C(OC=C1)CCCCC(=O)O